2,3-diphenyl-5,8-di(thiophen-2-yl)quinoxaline C1(=CC=CC=C1)C1=NC2=C(C=CC(=C2N=C1C1=CC=CC=C1)C=1SC=CC1)C=1SC=CC1